C(CC#CC)(=O)NN pent-3-ynehydrazide